4,5-dioxapentane CCCOO